CC1=NN(C2=NC=3CCC=CC3C(=C21)C2=CC=CC=C2)C2=CC=CC=C2 7,8-dihydro-3-methyl-1,4-diphenyl-1H-pyrazolo[3,4-b]quinolin